tert-butyl-((2-(4-fluorothiophen-2-yl)allyl)oxy)dimethylsilane C(C)(C)(C)[Si](C)(C)OCC(=C)C=1SC=C(C1)F